FC1=C(C=CC=C1)NC(=O)C1=NN2C(N(C3=C(C2=O)CN(C3=O)[C@H](COC)C)CC(=O)NC3=NC=C(C=C3)F)=C1 N-(2-fluorophenyl)-4-{2-[(5-fluoropyridin-2-yl)amino]-2-oxoethyl}-6-[(2S)-1-methoxypropan-2-yl]-5,8-dioxo-5,6,7,8-tetrahydro-4H-pyrazolo[1,5-a]pyrrolo[3,4-d]pyrimidine-2-carboxamide